tert-butyl (1-(5-cyano-2-methoxy-4-propylphenyl)-butan-2-yl)carbamate C(#N)C=1C(=CC(=C(C1)CC(CC)NC(OC(C)(C)C)=O)OC)CCC